Cl.CC=1C=2N(C=CC1)C(=NC2)C(C)(C)NC(=O)C2C[C@@H]1[C@@H](CNC1)C2 (3aR,5r,6aS)-N-(2-(8-methylimidazo[1,5-a]pyridin-3-yl)propan-2-yl)octahydrocyclopenta[c]pyrrole-5-carboxamide hydrochloride